1-(5-(4-((1r,3r)-3-(benzyloxy)cyclobutoxy)-6-((R)-3-methoxytetrahydrofuran-3-yl)pyridin-2-yl)-7-methylpyrrolo[1,2-c]pyrimidin-3-yl)urea C(C1=CC=CC=C1)OC1CC(C1)OC1=CC(=NC(=C1)[C@]1(COCC1)OC)C=1C=C(N2C=NC(=CC21)NC(=O)N)C